CS(=O)(=O)C1=CC=C(C=C1)NC=1N=CC2=C(N1)N=C(C=C2C#C[Si](C(C)C)(C(C)C)C(C)C)N2C(N(CC21CCCC1)C)=O 1-{2-[(4-methanesulfonylphenyl)amino]-5-[2-(triisopropylsilyl)ethynyl]pyrido[2,3-d]pyrimidin-7-yl}-3-methyl-1,3-diazaspiro[4.4]nonan-2-one